ClC=1C(=NC=C(C1)[N+](=O)[O-])C(O[Si](C(C)(C)C)(C)C)CO[Si](C(CCCCCCC)(C)C)(C)C 3-chloro-5-nitro-2-(2,2,3,3,8,8,9,9-octamethyl-4,7-dioxa-3,8-disilahexadecan-5-yl)pyridine